(3S)-3-{[5-(4-amino-2-chlorophenyl)-1-trityl-1H-indazol-3-yl]carbamoyl}piperidine-1-carboxylic acid tert-butyl ester C(C)(C)(C)OC(=O)N1C[C@H](CCC1)C(NC1=NN(C2=CC=C(C=C12)C1=C(C=C(C=C1)N)Cl)C(C1=CC=CC=C1)(C1=CC=CC=C1)C1=CC=CC=C1)=O